2-acetamido-5-iodo-N-(5-nitrothiazol-2-yl)benzamide C(C)(=O)NC1=C(C(=O)NC=2SC(=CN2)[N+](=O)[O-])C=C(C=C1)I